FC1=C(C(=CC=C1C(=O)C1=NNC2=NC=C(C=C21)C2=CC=NC=C2)F)NS(=O)(=O)C N-[2,6-difluoro-3-(5-pyridin-4-yl-1H-pyrazolo[3,4-b]pyridine-3-carbonyl)phenyl]methanesulfonamide